2-chloro-4-hydroxy-5-phenylbenzonitrile ClC1=C(C#N)C=C(C(=C1)O)C1=CC=CC=C1